COC(C1=CC(=C(C=C1)O)Br)=O 3-Bromo-4-hydroxybenzoic acid methyl ester